[Cu](O)(O)O Copper(III) Hydroxide